(1S,3S,5S)-3-(aminocarbonyl)-2-azabicyclo[3.1.0]hexane NC(=O)[C@H]1N[C@H]2C[C@H]2C1